C(C)(C)(C)OC(=O)NCC=1C(=CC(=NC1)C1=CC=C(C=C1)F)C1=NN(C=C1)CC=1C=C(C(=O)OC)C=CC1 methyl 3-((3-(5-(((tert-butoxycarbonyl)amino)methyl)-2-(4-fluorophenyl)pyridin-4-yl)-1H-pyrazol-1-yl)methyl)benzoate